C(C)SC1=C(N=CN1C)I 5-(ethylsulfanyl)-4-iodo-1-methyl-1H-imidazole